1-(Oxetan-3-yl)-6-((1R,5S,6r)-6-(((2-(trifluoromethyl)pyridin-3-yl)oxy)methyl)-3-azabicyclo[3.1.0]hexan-3-yl)-1H-pyrazolo[3,4-b]pyrazine O1CC(C1)N1N=CC=2C1=NC(=CN2)N2C[C@H]1C([C@H]1C2)COC=2C(=NC=CC2)C(F)(F)F